6,6-bis(((E)-non-2-en-1-yl)oxy)hexanenitrile C(\C=C\CCCCCC)OC(CCCCC#N)OC\C=C\CCCCCC